NC1=CC=C(C(=N1)F)C1=CN=C(N1)[C@H]1N2C(C=C(C=C2CCC1)C1=C(C(=CC=C1N1N=NN=C1)Cl)F)=O (S)-6-(5-(6-amino-2-fluoropyridin-3-yl)-1H-imidazol-2-yl)-2-(3-chloro-2-fluoro-6-(1H-tetrazol-1-yl)phenyl)-6,7,8,9-tetrahydro-4H-quinolizin-4-one